3-(6-(3-aminoprop-1-yn-1-yl)-3-methyl-2-oxo-2,3-dihydro-1H-benzo[d]imidazol-1-yl)piperidine-2,6-dione NCC#CC=1C=CC2=C(N(C(N2C)=O)C2C(NC(CC2)=O)=O)C1